FC(C1=CC=C(C=C1)NC=1C(=C2N(N1)CCC2)C(=O)NN)(F)F 2-((4-(trifluoromethyl)phenyl)amino)-5,6-dihydro-4H-pyrrolo[1,2-b]pyrazole-3-carbohydrazide